(4R,5S)-5-fluoro-1-(4-((5-((R)-1-hydroxy-propan-2-yl)-8-((R)-2-methylazetidin-1-yl)-2,7-naphthyridine-3-yl)amino)pyrimidin-2-yl)-3,3-dimethylpiperidin-4-ol F[C@@H]1[C@@H](C(CN(C1)C1=NC=CC(=N1)NC=1N=CC2=C(N=CC(=C2C1)[C@H](CO)C)N1[C@@H](CC1)C)(C)C)O